C(C)C(=C)C 2-Ethylpropylene